C(#N)C=1C=CC(=C2C=CC=NC12)N1C[C@@]2(C[C@@]2(C1)C(F)(F)F)C(=O)NC=1C=NC(=CC1)N1CCOCC1 (1S,5R)-3-(8-cyanoquinolin-5-yl)-N-(6-morpholinopyridin-3-yl)-5-(trifluoromethyl)-3-azabicyclo[3.1.0]hexane-1-carboxamide